N-[6-(4-bromo-1H-pyrazol-1-yl)-5-sulfamoylpyridin-3-yl]-2-(2-fluorophenyl)acetamide BrC=1C=NN(C1)C1=C(C=C(C=N1)NC(CC1=C(C=CC=C1)F)=O)S(N)(=O)=O